3-(((5-bromo-1H-indazol-6-yl)oxy)methyl)isoxazole BrC=1C=C2C=NNC2=CC1OCC1=NOC=C1